C(C)(C)(C)OC(=O)N1[C@@H](CN(CC1)CCC1CC(C1)OC(F)F)COC(F)F (S)-4-(2-(3-(difluoromethoxy)cyclobutyl)ethyl)-2-((difluoromethoxy)methyl)piperazine-1-carboxylic acid tert-butyl ester